IC=1C(=NN2C1C(N(C=C2)C)=O)OCCCOC=2N(N=CC2C=2C=C1C(=NN(C1=CC2)C2OCCCC2)C#C[Si](C(C)C)(C(C)C)C(C)C)C 3-iodo-5-methyl-2-[3-[2-methyl-4-[1-tetrahydropyran-2-yl-3-(2-triisopropylsilylethynyl)indazol-5-yl]pyrazol-3-yl]oxypropoxy]pyrazolo[1,5-a]pyrazine-4-one